CC1CC2N(C(C1)C2)C(=O)C2=NC=CC=C2 (3-methyl-6-azabicyclo[3.1.1]hept-6-yl)(pyridin-2-yl)methanone